ClC1=CC=C2C=C(N(C2=C1)CC1CC1)C=1OC=NN1 2-(6-chloro-1-(cyclopropylmethyl)-1H-indol-2-yl)-1,3,4-oxadiazole